CN(C1(CCC2(CN(C(N2)=O)CC2=CC=C(C=C2)OC)CC1)C1=CC(=CC=C1)F)C 8-dimethylamino-8-(3-fluorophenyl)-3-[(4-methoxyphenyl)-methyl]-1,3-diazaspiro[4.5]Decan-2-one